CO[Si](CCCN=C(N(C)C)N(C)C)(OC)OC 2-(3-(trimethoxysilyl)propyl)-1,1,3,3-tetramethylguanidine